tert-butyl (4-amino-3-methoxybenzyl)carbamate NC1=C(C=C(CNC(OC(C)(C)C)=O)C=C1)OC